cyanomethyl (S)-2-((tert-butoxy-carbonyl)amino)-3-(4-cyanopyridin-3-yl)propanoate C(C)(C)(C)OC(=O)N[C@H](C(=O)OCC#N)CC=1C=NC=CC1C#N